ClC=1N=C2N(C(C1C=O)=O)C=C(C=C2)Cl 2,7-DICHLORO-4-OXO-4H-PYRIDO[1,2-A]PYRIMIDINE-3-CARBALDEHYDE